4,8-dimethyl-3,7-nonadien-2-ylacetate CC(=CC(C)CC(=O)[O-])CCC=C(C)C